N-[(6-Amino-2-pyridyl)sulfonyl]-6-(3-fluoro-5-isobutoxyphenyl)-N-methyl-2-[(4S)-2,2,4-trimethylpyrrolidin-1-yl]pyridin-3-carboxamid NC1=CC=CC(=N1)S(=O)(=O)N(C(=O)C=1C(=NC(=CC1)C1=CC(=CC(=C1)OCC(C)C)F)N1C(C[C@@H](C1)C)(C)C)C